methyl (7S)-2-[2-[(tert-butyldimethylsilyl)oxy]-1-phenylethyl]-7-methyl-3-(oxan-4-yl)-3H,6H,7H,8H,9H-imidazo[4,5-f]quinoline-6-carboxylate [Si](C)(C)(C(C)(C)C)OCC(C1=CC=CC=C1)C=1N(C=2C(=C3CC[C@@H](N(C3=CC2)C(=O)OC)C)N1)C1CCOCC1